C(C=C)(=O)N1C[C@@H](N(C[C@H]1C)C1=NC(=NC2=C(C(=C(C=C12)Cl)C1=C2C(=NNC2=CC=C1C)C(=O)N)F)N1CC(C1)N(C)C)C 4-(4-((2S,5R)-4-acryloyl-2,5-dimethylpiperazin-1-yl)-6-chloro-2-(3-(dimethylamino)azetidin-1-yl)-8-fluoroquinazolin-7-yl)-5-methyl-1H-indazole-3-carboxamide